Methyl-dihydrofuranone CC1C(OCC1)=O